P(=O)(O)(O)O.NC1=C2N=CN(C2=NC=N1)[C@H]1[C@@H]([C@H](CO1)O)O ((2R,3S,4R,5R)-5-(6-amino-9H-purin-9-yl)-3,4-dihydroxytetrahydrofuran) phosphate